cyclopentylsulfonyl-(4-chlorophenylsulfonyl)diazomethane C1(CCCC1)S(=O)(=O)C(=[N+]=[N-])S(=O)(=O)C1=CC=C(C=C1)Cl